(1R)-1-(2-chlorophenyl)-2-(2H-tetrazol-2-yl)ethan-1-ol ClC1=C(C=CC=C1)[C@H](CN1N=CN=N1)O